(R)-2-(3-(1-((6-bromo-2-methylpyrido[3,4-d]pyrimidin-4-yl)amino)ethyl)-2-fluorophenyl)-1-cyclopropyl-2,2-difluoroethan-1-one BrC1=CC2=C(N=C(N=C2N[C@H](C)C=2C(=C(C=CC2)C(C(=O)C2CC2)(F)F)F)C)C=N1